(S)-6-((t-Butoxycarbonyl)amino)-2-(dimethylamino)hexanoic acid C(C)(C)(C)OC(=O)NCCCC[C@@H](C(=O)O)N(C)C